1-(3-bromophenyl)-3-oxocyclobutane-1-carbonitrile BrC=1C=C(C=CC1)C1(CC(C1)=O)C#N